3-hexyl-3-methylimidazolium C(CCCCC)[N+]1(C=NC=C1)C